(cis-4-((6-methoxyisoquinolin-1-yl)amino)cyclohexyl)carbamic acid tert-butyl ester C(C)(C)(C)OC(N[C@@H]1CC[C@@H](CC1)NC1=NC=CC2=CC(=CC=C12)OC)=O